FC1=NC(=CC(=C1)N(C=1SC(=C(N1)C(=O)NC1C(CC1)(C)C)C)C(=O)C1CCOCC1)F 2-[(2,6-difluoro-4-pyridyl)-(tetrahydropyran-4-carbonyl)-amino]-N-(2,2-dimethylcyclobutyl)-5-methyl-thiazole-4-carboxamide